3-(2-amino-5-(5-(cyanomethyl)-2-methoxybenzyl)-6-(((S)-1-(methylthio)hept-3-yl)amino)-pyrimidin-4-yl)-N-((S)-1-(methylthio)hept-3-yl)propanamide NC1=NC(=C(C(=N1)CCC(=O)N[C@H](CCSC)CCCC)CC1=C(C=CC(=C1)CC#N)OC)N[C@H](CCSC)CCCC